9,9',9''-(6-(9H-carbazol-9-yl)-4-(dibenzo[b,d]furan-1-yl)pyridine-2,3,5-triyl)tris(9H-carbazole-3,6-dicarbonitrile) C1=CC=CC=2C3=CC=CC=C3N(C12)C1=C(C(=C(C(=N1)N1C2=CC=C(C=C2C=2C=C(C=CC12)C#N)C#N)N1C2=CC=C(C=C2C=2C=C(C=CC12)C#N)C#N)C1=CC=CC=2OC3=C(C21)C=CC=C3)N3C2=CC=C(C=C2C=2C=C(C=CC32)C#N)C#N